C(=O)(O)CCN1C(=NC=C1)C=CCCCCCCCCCCCCCCC 1-(2-carboxyethyl)-2-(heptadecenyl)-imidazole